CC(C)(C1=CC=CC=C1)N1C2CN(CC1C=C2)C(=O)OC(C)(C)C tert-butyl 8-(1-methyl-1-phenyl-ethyl)-3,8-diazabicyclo[3.2.1]oct-6-ene-3-carboxylate